C(C)(C)(C)[Si](OCCN1N=C(C(=C1C(C)=O)I)OC(C)C)(C)C 1-[2-[2-[tert-butyl-(dimethyl)silanyl]oxyethyl]-4-iodo-5-isopropoxy-pyrazol-3-yl]ethanone